C(OC1CN(CCC1C=1C(=CC(=C2C(C=C(OC12)C1=C(C=CC=C1)Cl)=O)O)O)C)(OCC)=O 4-(2-(2-chlorophenyl)-5,7-dihydroxy-4-oxo-4H-chromen-8-yl)-1-methylpiperidin-3-yl ethyl carbonate